ethyl 4-(benzenesulfonyl)-1H-pyrrole-2-carboxylate C1(=CC=CC=C1)S(=O)(=O)C=1C=C(NC1)C(=O)OCC